2-iodo-5-(trifluoromethyl)-4,5,6,7-tetrahydrobenzo[d]oxazole IC=1OC2=C(N1)CC(CC2)C(F)(F)F